5-(4-amino-5-(trifluoromethyl)pyrrolo[2,1-f][1,2,4]triazin-7-yl)-2-(methoxy-d3)-6-methylnicotinic acid, sodium salt [Na+].NC1=NC=NN2C1=C(C=C2C=2C(=NC(=C(C(=O)[O-])C2)OC([2H])([2H])[2H])C)C(F)(F)F